4-(6-chloro-4-(3,3-difluoro-1,5-diazocan-1-yl)-8-fluoro-2-(((S)-1-methylpyrrolidin-2-yl)methoxy)quinazolin-7-yl)benzo[d]thiazol-2-amine ClC=1C=C2C(=NC(=NC2=C(C1C1=CC=CC2=C1N=C(S2)N)F)OC[C@H]2N(CCC2)C)N2CC(CNCCC2)(F)F